N-[2-chloro-6-(difluoromethoxy)-4-(perfluoroprop-2-yl)phenyl]-6-nitropyridinecarboxamide ClC1=C(C(=CC(=C1)C(C(F)(F)F)(C(F)(F)F)F)OC(F)F)NC(=O)C1=NC(=CC=C1)[N+](=O)[O-]